4-[4-Cyano-6-(2-fluoro-6-methoxy-benzyl)-3-hydroxy-pyridin-2-yl]-4-oxo-butyric acid C(#N)C1=C(C(=NC(=C1)CC1=C(C=CC=C1OC)F)C(CCC(=O)O)=O)O